[2-(dimethylamino)ethyl]diethylamine CN(CCN(CC)CC)C